propyl-magnesium chloride format C(=O)O.C(CC)[Mg]Cl